CN(C(OC(C)(C)C)=O)C1CC=2C(OC1)=CSC2C tert-butyl methyl(5-methyl-3,4-dihydro-2H-thieno[3,4-b]pyran-3-yl)carbamate